C(C1=CC=CC=C1)(=O)C=1C=C(C=CC1C(C=CC1=CC=C(C=C1)OCCC)=O)NC(C=CC1=CC=C(C=C1)OCCC)=O N-[3-Benzoyl-4-[3-(4-propoxyphenyl)acryloyl]phenyl]-4-propoxybenzeneacrylamide